CC1=CC=C(C=C1)CNC(C1=CC=CC=C1)=O N-[(4-methylphenyl)methyl]Benzamide